FC1CN(CCC1N1C[C@@H](CCC1)C)C=1OC=C(N1)C(=O)N [(3R)-3'-fluoro-3-methyl-[1,4'-bipiperidin]-1'-yl]-1,3-oxazole-4-carboxamide